N-(3-(3-chloroquinoxaline-6-carbonyl)-4-fluorophenyl)trimethylacetamide ClC=1C=NC2=CC=C(C=C2N1)C(=O)C=1C=C(C=CC1F)NC(C(C)(C)C)=O